(E)-3-(4-tetrahydropyran-2-yloxy-phenyl)prop-2-enoic acid [3-ethyl-4-[(E)-3-(4-tetrahydropyran-2-yloxyphenyl)-prop-2-enoyl] oxy-phenyl] ester C(C)C=1C=C(C=CC1OC(\C=C\C1=CC=C(C=C1)OC1OCCCC1)=O)OC(\C=C\C1=CC=C(C=C1)OC1OCCCC1)=O